OCC(C1=CC=C(C=C1)F)N1C=NC(=C1C(=O)OCC)F ethyl 1-(2-hydroxy-1-(4-fluorophenyl) ethyl)-4-fluoro-1H-imidazole-5-carboxylate